(4-(4-amino-7-(tetrahydrofuran-3-yl)-7H-pyrrolo[2,3-d]pyrimidin-5-yl)-3-fluorophenyl)-2-oxo-1-phenyl-1,2,4,5,6,7-hexahydropyrazolo[1,5-a]pyridine-3-carboxamide NC=1C2=C(N=CN1)N(C=C2C2=C(C=C(C=C2)C2C=1N(CCC2)N(C(C1C(=O)N)=O)C1=CC=CC=C1)F)C1COCC1